FC1=CC=C(C=C2C(N(C(S2)=NN=C2C(NC3=CC=C(C=C23)F)=O)C2=C(C=C(C=C2)C)C)=O)C=C1 3-(2-(5-(4-fluorobenzylidene)-3-(2,4-dimethylphenyl)-4-oxothiazolidin-2-ylidene)hydrazono)-5-fluoro-1H-indol-2-one